C(C)(=O)OC=1C(=NC=CC1OC)C(N[C@H](C(=O)NC(=C(C1=CC=C(C=C1)Cl)C1=CC=C(C=C1)Cl)C)C)=O (S)-2-((1-((1,1-bis(4-chlorophenyl)prop-1-en-2-yl)amino)-1-oxopropan-2-yl)carbamoyl)-4-methoxypyridin-3-yl acetate